bis(dimethylamino)methaniminium hydrogen carbonate C(O)([O-])=O.CN(C)C(=[NH2+])N(C)C